(2R,3S)-2-((Z)-3-(5,6-dichloro-1H-benzo[d]imidazol-1-yl)-2-fluoroprop-1-en-1-yl)piperidin-3-ol dihydrochloride Cl.Cl.ClC1=CC2=C(N(C=N2)C/C(=C/[C@H]2NCCC[C@@H]2O)/F)C=C1Cl